1-methyl-4-(3-nitro-5-(trifluoromethyl)pyridin-2-yl)piperazine CN1CCN(CC1)C1=NC=C(C=C1[N+](=O)[O-])C(F)(F)F